3-((4,4-bis(((Z)-oct-5-en-1-yl)oxy)butanoyl)oxy)-2-(((4-(((2-(pyrrolidin-1-yl)ethyl)carbamoyl)oxy)decanoyl)oxy)methyl)propyl (3-hexylnonyl) adipate C(CCCCC(=O)OCCC(CCCCCC)CCCCCC)(=O)OCC(COC(CCC(OCCCC\C=C/CC)OCCCC\C=C/CC)=O)COC(CCC(CCCCCC)OC(NCCN1CCCC1)=O)=O